4-[(3R)-3-methylmorpholin-4-yl]-6-[(2R)-2-(trifluoromethyl)pyrrolidin-1-yl]-1H-pyridin-2-one C[C@H]1N(CCOC1)C1=CC(NC(=C1)N1[C@H](CCC1)C(F)(F)F)=O